COC(=O)C=1NC2=CC(=CC(=C2C1)OC(CC)CC)OC(C)C 4-(1-ethylpropoxy)-6-isopropoxyindole-2-carboxylic acid methyl ester